N1=CC(=C(C2=CC=CC=C12)C(=O)[O-])C(=O)[O-] quinoline-3,4-di-carboxylate